2-(1-Acetylpiperidin-4-yl)-N-{3-[2-(3,4-dichlorophenoxy)acetamido]bicyclo[1.1.1]pent-1-yl}-1,3-oxazole-5-carboxamide C(C)(=O)N1CCC(CC1)C=1OC(=CN1)C(=O)NC12CC(C1)(C2)NC(COC2=CC(=C(C=C2)Cl)Cl)=O